COCCC(=O)N1CCOCC1 4-(3-Methoxypropionyl)morpholine